O=C1N(C(CC1)=O)OC(N)=O carbamic acid 2,5-dioxopyrrolidin-1-yl ester